COC1=CC(=NC=2NCCCC12)CCCCO[C@H]1CN(CC1)CC(=O)O 2-((R)-3-(4-(4-methoxy-5,6,7,8-tetrahydro-1,8-naphthyridin-2-yl)butoxy)pyrrolidin-1-yl)acetic acid